cyclohexane-1,4-diylbis(methylene)bis(1,3-dioxo-1,3-dihydroisobenzofuran-5-carboxylic acid) C1(CCC(CC1)CC1=C2C(OC(C2=CC=C1C(=O)O)=O)=O)CC1=C2C(OC(C2=CC=C1C(=O)O)=O)=O